NC1=C(C2=C(N=C(N=C2)NCCOCC2=CC=CC=C2)N1C1=C(C(=CC=C1C)OCC1=CC=CC=C1)C)C(=O)N 6-amino-7-(3-(benzyloxy)-2,6-dimethylphenyl)-2-((2-(benzyloxy)ethyl)amino)-7H-pyrrolo[2,3-d]pyrimidine-5-carboxamide